C(CCCCCCC)OC(CC=1C(=NC(=CC1)C#N)Br)=O (2-bromo-6-cyanopyridin-3-yl)acetic acid octyl ester